C(\C=C\C)(=O)O trans-2-butenoic acid